N-(3'-chloro-[1,1'-biphenyl]-3-yl)-1-(3-hydroxy-4-methoxybenzyl)piperidine-4-carboxamide ClC=1C=C(C=CC1)C1=CC(=CC=C1)NC(=O)C1CCN(CC1)CC1=CC(=C(C=C1)OC)O